OC=1C=C(C=CC1O)[C@H]1OC=2C=3[C@H]4C5=C(C=C(C=C5O[C@@](OC3C=C(C2C[C@@H]1O)O)([C@@H]4O)C4=CC(=C(C=C4)O)O)O)O (1R,5R,6S,13S,21R)-5,13-bis(3,4-dihydroxyphenyl)-4,12,14-trioxapentacyclo[11.7.1.02,11.03,8.015,20]henicosa-2(11),3(8),9,15,17,19-hexaene-6,9,17,19,21-pentol